C(C)(=O)NC1=NC=CC(=C1)OC1=CC=C(C=C1)NC(=O)C1=NC=2N(C(=C1)C1=CC=CC=C1)N=CC2 N-{4-[2-(acetylamino)pyridin-4-yloxy]phenyl}-7-phenylpyrazolo[1,5-a]pyrimidine-5-carboxamide